C(C)NC(C1=C(C=C(C=C1OC)N1C=NC2=C1C=CC(=C2)C=2C=NC=CC2)OC)=O N-ethyl-2,6-dimethoxy-4-[5-(3-pyridyl)benzimidazol-1-yl]benzamide